(S)-2-((tert-Butoxycarbonyl)amino)-4-(1H-indol-3-yl)butanoic acid C(C)(C)(C)OC(=O)N[C@H](C(=O)O)CCC1=CNC2=CC=CC=C12